COC=1N=C2C(=CC=NC2=CC1OC)OC1=CC(=C(C=C1F)NC(=O)C1=CN(C(=C(C1=O)C1=CC=C(C=C1)F)C)C)F N-[4-[(6,7-dimethoxy-1,5-naphthyridin-4-yl)oxy]-2,5-difluorophenyl]-5-(4-fluorophenyl)-1,6-dimethyl-4-oxopyridine-3-carboxamide